3-(5-(2-((1-(6-aminopyridin-3-yl)piperidin-4-yl)methyl)-2,7-diazaspiro[3.5]nonan-7-yl)-1-oxoisoindolin-2-yl)piperidine-2,6-dione NC1=CC=C(C=N1)N1CCC(CC1)CN1CC2(C1)CCN(CC2)C=2C=C1CN(C(C1=CC2)=O)C2C(NC(CC2)=O)=O